2-(2-(4-(tert-butoxycarbonyl)piperazin-1-yl)ethoxy)acetic acid C(C)(C)(C)OC(=O)N1CCN(CC1)CCOCC(=O)O